5-[(R)-(1,3-Dimethyl-azetidin-3-yl)-hydroxy-(4-isopropyl-phenyl)-methyl]-nicotinic acid, formic acid salt C(=O)O.CN1CC(C1)(C)[C@@](C=1C=NC=C(C(=O)O)C1)(C1=CC=C(C=C1)C(C)C)O